O.[Mg].[Al] aluminum magnesium water